methyl-pent-2-ynethioate COC(C#CCC)=S